6-methyl-2-phenyl-N-(2-(trifluoromethyl)pyridin-4-yl)-7H-pyrrolo[2,3-d]pyrimidin-4-amine CC1=CC2=C(N=C(N=C2NC2=CC(=NC=C2)C(F)(F)F)C2=CC=CC=C2)N1